(S)-3-(3-(6-bromo-7-((1-(ethylsulfonyl)pyrrolidin-3-yl)amino)-1H-imidazo[4,5-b]pyridin-2-yl)-2,5-dimethyl-1H-pyrrol-1-yl)-N-ethylbenzenesulfonamide BrC=1C(=C2C(=NC1)N=C(N2)C2=C(N(C(=C2)C)C=2C=C(C=CC2)S(=O)(=O)NCC)C)N[C@@H]2CN(CC2)S(=O)(=O)CC